C(OC1=CC=2C=C3C(=NC2C=C1)C1=CC2=C(C(N1C3)=O)COC([C@]2(O)CC)=O)(OC)=O ((S)-4-Ethyl-4-hydroxy-3,14-dioxo-3,4,12,14-tetrahydro-1H-pyrano[3',4':6,7]indolizino[1,2-b]quinolin-9-yl) methyl carbonate